(2s,3s)-N-(4-bromo-phenyl)-2-[(R)-4-(4-methoxy-phenyl)-2,5-dioxo-imidazolin-1-yl]-3-phenyl-butyramide BrC1=CC=C(C=C1)NC([C@H]([C@@H](C)C1=CC=CC=C1)N1C(N[C@@H](C1=O)C1=CC=C(C=C1)OC)=O)=O